isobutyl-butylamine C(C(C)C)NCCCC